ethyl 3-[1-(4-bromobutyl)-4-methyl-1H-benzotriazol-5-yl]-3-{3-[(6-hydroxy-2,2-dioxo-2H-1,2λ6,3-benzoxathiazin-3(4H)-yl)methyl]-5-methylphenyl}propanoate BrCCCCN1N=NC2=C1C=CC(=C2C)C(CC(=O)OCC)C2=CC(=CC(=C2)C)CN2S(OC1=C(C2)C=C(C=C1)O)(=O)=O